1,2-bis(4-methylphenyl)ethane-1,2-Dione CC1=CC=C(C=C1)C(C(=O)C1=CC=C(C=C1)C)=O